1-methyl 2,3-di-sec-butyl-2-cyanosuccinate C(C)(CC)C(C(=O)OC)(C(C(=O)[O-])C(C)CC)C#N